(S)-1-(3-(6-chloro-7-fluoro-3-(1H-imidazol-1-yl)-5-methoxy-1-methyl-1H-indol-2-yl)-1H-1,2,4-triazol-5-yl)-2,2-difluoroethan-1-ol ClC1=C(C=C2C(=C(N(C2=C1F)C)C1=NNC(=N1)[C@@H](C(F)F)O)N1C=NC=C1)OC